Benzene tetra(perfluoronaphthalen-2-yl)borate FC1=C(C(=C(C2=C(C(=C(C(=C12)F)F)F)F)F)F)[B-](C1=C(C2=C(C(=C(C(=C2C(=C1F)F)F)F)F)F)F)(C1=C(C2=C(C(=C(C(=C2C(=C1F)F)F)F)F)F)F)C1=C(C2=C(C(=C(C(=C2C(=C1F)F)F)F)F)F)F.C1=CC=CC=C1